ClC1=NC=C(C(=N1)N[C@H](C)C1=CC=C(C=C1)C=1N(C=C(N1)C(F)(F)F)CC)[N+](=O)[O-] (R)-2-chloro-N-(1-(4-(1-ethyl-4-(trifluoromethyl)-1H-imidazol-2-yl)phenyl)ethyl)-5-nitropyrimidin-4-amine